Methyl 5-chloro-1-(3-((6-fluoro-3-((4-methoxybenzyl)thio)naphthalen-1-yl)oxy)propyl)-4-(3-(hydroxymethyl)-1,5-dimethyl-1H-pyrazol-4-yl)-1H-indole-2-carboxylate ClC=1C(=C2C=C(N(C2=CC1)CCCOC1=CC(=CC2=CC(=CC=C12)F)SCC1=CC=C(C=C1)OC)C(=O)OC)C=1C(=NN(C1C)C)CO